OC(C)C=1OC=2C(C1)=C(C=C(C2)[2H])[2H] 2-(1-hydroxyethyl)(4,6-2H2)-1-benzofuran